FC1=C(C=CC(=C1F)C1=CC2=C(N=C(N=C2)N[C@@H]2CNC[C@H](C2)F)N(C1=O)CCF)NS(=O)(=O)CC1=CC=CC=C1 N-(2,3-difluoro-4-(8-(2-fluoroethyl)-2-(((3S,5S)-5-fluoropiperidin-3-yl)-amino)-7-oxo-7,8-dihydropyrido[2,3-d]-pyrimidin-6-yl)phenyl)-1-phenyl-methanesulfonamide